2-amino-N-((S)-1-(8-chloro-5-((R)-2-methyl-1,1-dioxidothiomorpholino)imidazo[1,5-a]pyridin-6-yl)ethyl)pyrazolo[1,5-a]pyrimidine-3-carboxamide NC1=NN2C(N=CC=C2)=C1C(=O)N[C@@H](C)C=1C=C(C=2N(C1N1C[C@H](S(CC1)(=O)=O)C)C=NC2)Cl